2-(4-(3-(1-(5-chloropyrimidin-2-yl)piperidin-4-yl)propoxy)-2,6-difluorophenyl)-1-(4-((2S,3R,4R,5R)-2,3,4,5,6-pentahydroxyhexyl)piperazin-1-yl)ethan-1-one formate C(=O)O.ClC=1C=NC(=NC1)N1CCC(CC1)CCCOC1=CC(=C(C(=C1)F)CC(=O)N1CCN(CC1)C[C@@H]([C@H]([C@@H]([C@@H](CO)O)O)O)O)F